6-(4-(((3-oxo-4-(trifluoromethyl)-3,5,6,7-tetrahydro-2H-cyclopenta[c]pyridazin-7-yl)methyl)-D-alanyl)piperazin-1-yl)nicotinonitrile O=C1C(=C2C(=NN1)C(CC2)CN[C@H](C)C(=O)N2CCN(CC2)C2=NC=C(C#N)C=C2)C(F)(F)F